2-[4-(4-chlorophenyl)-1,3-thiazole-2-yl]-3-pyridin-3-yl-prop-2-enenitrile ClC1=CC=C(C=C1)C=1N=C(SC1)C(C#N)=CC=1C=NC=CC1